Cl.CC1=NC(=NO1)C=1C=C2CC[C@H](C2=CC1)N (1R)-5-(5-methyl-1,2,4-oxadiazol-3-yl)-2,3-dihydro-1H-inden-1-amine hydrochloride